N=1C=NN2C1C=C(C=C2)OC2=C(C=C(C=C2)NC2=NC=NC1=CC(=C(C=C21)N2C(C(CC2)=C)=O)OCCN(C)C)Cl 1-(4-((4-([1,2,4]triazolo[1,5-a]pyridin-7-yloxy)-3-chlorophenyl)amino)-7-(2-(dimethylamino)ethoxy)quinazolin-6-yl)-3-methylenepyrrolidin-2-one